5-methoxy-2-(4-(pyridin-4-ylethynyl)-[2,4'-bipyrimidinyl]-2'-yl)isoindoline COC=1C=C2CN(CC2=CC1)C1=NC=CC(=N1)C1=NC=CC(=N1)C#CC1=CC=NC=C1